1,2-dimethyl-7-nitroquinazolin-4(1H)-one CN1C(=NC(C2=CC=C(C=C12)[N+](=O)[O-])=O)C